3-(3-methoxypropyl)-3,4-dihydroquinazoline COCCCN1C=NC2=CC=CC=C2C1